OC1=CC2=C(CCC=3C(C=4C=CC=CC4NC23)=O)C=C1 2-hydroxy-6,12-dihydrobenzo[c]acridin-7(5H)-one